Cl.C(C)(=O)C1=CC=C(C=C1)CC(C(=O)O)N 3-(4-ACETYL-PHENYL)-2-AMINO-PROPIONIC ACID HYDROCHLORIDE